ClC1=C(C=C(OCC(=O)NC23CC(C2)(C3)C=3N=NN(C3)[C@@H]3C[C@@H](C3)C#N)C=C1)F 2-(4-chloro-3-fluorophenoxy)-N-(3-(1-((cis)-3-cyanocyclobutyl)-1H-1,2,3-triazol-4-yl)bicyclo[1.1.1]pent-1-yl)acetamide